ClC1OC(=O)C2=CC=CC=C12 3-CHLOROPHTHALIDE